Cl[Si](CCCCCCCCCCCC)(C)C chloro(dimethyl)dodecyl-silane